cis-8-dimethylamino-1-[(1-hydroxy-cyclobutyl)-methyl]-8-phenyl-1,3-diaminospiro[4.5]decan-2-one CN(C1(CCC2(C[C@@H](C([C@@]2(N)CC2(CCC2)O)=O)N)CC1)C1=CC=CC=C1)C